(R)-1-(3-(4-((4-([1,2,4]triazolo[1,5-a]pyridin-7-yloxy)-3-methylphenyl)amino)pyrido[3,2-d]pyrimidin-6-yl)piperidin-1-yl)prop-2-en-1-one N=1C=NN2C1C=C(C=C2)OC2=C(C=C(C=C2)NC=2C1=C(N=CN2)C=CC(=N1)[C@H]1CN(CCC1)C(C=C)=O)C